O=S1(C[C@@H](CC1)NC(C1=NC(=CC(=C1)C(F)(F)F)N1C=NC=C1)=O)=O (R)-N-(1,1-Dioxidotetrahydrothiophen-3-yl)-6-(1H-imidazol-1-yl)-4-(trifluoromethyl)picolinamide